6-[(2S)-2-aminopropyl]-2-chloro-7-ethyl-N-[(furan-2-yl)methyl]thieno[3,2-d]pyrimidin-4-amine hydrochloride Cl.N[C@H](CC1=C(C=2N=C(N=C(C2S1)NCC=1OC=CC1)Cl)CC)C